3-((S)-2,2-di((Z)-octadec-9-en-1-yl)-1,3-dioxolan-4-yl)-N,N-dimethylpropan-1-amine C(CCCCCCC\C=C/CCCCCCCC)C1(OC[C@@H](O1)CCCN(C)C)CCCCCCCC\C=C/CCCCCCCC